FC(CN1N=NC2=C1C=C(C=C2)C=2C=CN1N=C(N=C(C12)OC)N[C@@H]1[C@H](CN(CC1)C1COC1)F)F 5-(1-(2,2-Difluoroethyl)-1H-benzo[d][1,2,3]triazol-6-yl)-N-((3S,4S)-3-fluoro-1-(oxetan-3-yl)piperidin-4-yl)-4-methoxypyrrolo[2,1-f][1,2,4]triazin-2-amine